C(C)(C)OC(C(CC(C)(C)C)C1=C(C=C(C=C1)Br)F)=O 2-(4-bromo-2-fluorophenyl)-4,4-dimethylpentanoic acid isopropyl ester